COC=1C=C(C=NC1OC)C=1C=C(C=CC1)S(=O)(=O)N1C=C(C=C1C1=C(C=CC=C1)F)CNC 1-(1-((3-(5,6-dimethoxypyridin-3-yl)phenyl)sulfonyl)-5-(2-fluorophenyl)-1H-pyrrol-3-yl)-N-methyl-methylamine